6-(1-(1-(2,2-dimethylazetidine-3-carbonyl)piperidin-4-yl)-1H-pyrazol-4-yl)-4-methoxypyrazolo[1,5-a]pyridine-3-carbonitrile CC1(NCC1C(=O)N1CCC(CC1)N1N=CC(=C1)C=1C=C(C=2N(C1)N=CC2C#N)OC)C